1,2-Dibromohexafluoropropane BrC(C(C(F)(F)F)(Br)F)(F)F